C[C@H]1CN(CCN1C)C=1C(=CC(CC1)=CC=1C=NC=CC1)NC(=O)C1=CNC(C=C1C(F)(F)F)=O (S)-N-(2-(3,4-dimethylpiperazin-1-yl)-5-(pyridin-3-ylmethylene)phenyl)-6-oxo-4-(trifluoromethyl)-1,6-dihydropyridine-3-carboxamide